1-(2,4-difluorophenyl)-3-(4-fluorophenyl)-5-methyl-4-(thiophen-3-yl)-4,5-dihydro-1H-pyrazole-5-carboxylic acid FC1=C(C=CC(=C1)F)N1N=C(C(C1(C(=O)O)C)C1=CSC=C1)C1=CC=C(C=C1)F